p-oxyacetophenone CC(=O)C1=CC=C(C=C1)O